ClC1=C(C=CC=C1Cl)SC=1C=2N(C(=NC1)N1CCC(CC1)C)C=CN2 1-(8-((2,3-dichlorophenyl)thio)imidazo[1,2-c]pyrimidin-5-yl)-4-methylpiperidin